4-amino-N-cyclopropyl-1-methyl-N-((5-(trifluoromethyl)-2-pyridinyl)methyl)-1H-pyrazolo[4,3-c]quinoline-8-carboxamide NC1=NC=2C=CC(=CC2C2=C1C=NN2C)C(=O)N(CC2=NC=C(C=C2)C(F)(F)F)C2CC2